1-(3-bromo-2-fluorophenyl)-2,2,2-trifluoroethan-1-one BrC=1C(=C(C=CC1)C(C(F)(F)F)=O)F